BrC(CO)C(C1=CC=C(C=C1)C)Cl trans-2-Bromo-3-chloro-3-(p-tolyl)propan-1-ol